C(CC)N(C([O-])=O)CCC N,N-dipropylcarbamate